5-(4-iodophenoxy)carbonylamino-3-(1-(2-pentyl)piperidin-4-yl)-1H-indole IC1=CC=C(OC(=O)NC=2C=C3C(=CNC3=CC2)C2CCN(CC2)C(C)CCC)C=C1